ethyl 3-iodo-1-methyl-1H-4-pyrazolcarboxylate IC1=NN(C=C1C(=O)OCC)C